Cl.CN(CCC1CNCC1)C N,N-dimethyl-2-(pyrrolidin-3-yl)ethan-1-amine hydrochloride